5-(2,4-Bis-benzyloxy-5-chloro-phenyl)-4-(4-formyl-phenyl)-isoxazole-3-carboxylic Acid Ethylamide C(C)NC(=O)C1=NOC(=C1C1=CC=C(C=C1)C=O)C1=C(C=C(C(=C1)Cl)OCC1=CC=CC=C1)OCC1=CC=CC=C1